FC=1C(=NC(=C(C1)OC)OCCC)C=1C=NC=C(C1)C1CB(OC1)O 4-(3-fluoro-5-methoxy-6-propoxy-[2,3'-bipyridin]-5'-yl)-1,2-oxaborolan-2-ol